C(#N)C=1N=CNC1C#N.[Na] sodium 4,5-dicyanoimidazole